(R)-5-(2-(2,5-difluorophenyl)pyrrolidin-1-yl)-N-(5-(2-oxoethoxy)pentyl)pyrazolo[1,5-a]pyrimidine-3-carboxamide FC1=C(C=C(C=C1)F)[C@@H]1N(CCC1)C1=NC=2N(C=C1)N=CC2C(=O)NCCCCCOCC=O